C1(CC1)C=1C=C(C(N(C1)[C@@H]1C[C@H](C1)O)=O)NC=1N(C=2C(=NC=C(C2OC)OC=2C=NN3C2C=CC=C3)N1)C trans-5-cyclopropyl-1-(3-hydroxycyclobutyl)-3-((7-methoxy-1-methyl-6-(pyrazolo[1,5-a]pyridin-3-yloxy)-1H-imidazo[4,5-b]pyridin-2-yl)amino)pyridin-2(1H)-one